(E)-4-(((4-((2-(aminomethyl)-3-fluoroallyl)oxy)phenyl)sulfonyl)methyl)-N-(tert-butyl)bicyclo[2.2.2]octane-1-carboxamide NC/C(/COC1=CC=C(C=C1)S(=O)(=O)CC12CCC(CC1)(CC2)C(=O)NC(C)(C)C)=C\F